1-{[(2S,4S)-4-methyl-5-oxopyrrolidin-2-yl]methoxy}-7-(propan-2-yloxy)isoquinoline-6-carboxamide C[C@H]1C[C@H](NC1=O)COC1=NC=CC2=CC(=C(C=C12)OC(C)C)C(=O)N